4-(aminomethyl)-1-(3-(3-chlorophenyl)-1H-pyrazolo[3,4-b]pyrazin-6-yl)piperidin-4-ol NCC1(CCN(CC1)C1=CN=C2C(=N1)NN=C2C2=CC(=CC=C2)Cl)O